2-((1-methyl-1H-pyrazolo[3,4-d]pyrimidin-4-yl)thio)-1-(5-(pyrrolidin-3-yl)thiophen-2-yl)ethan-1-one hydrochloride Cl.CN1N=CC=2C1=NC=NC2SCC(=O)C=2SC(=CC2)C2CNCC2